FC(OC1=CC=C(C=C1)S(=O)(=O)Cl)(F)F p-trifluoromethoxybenzenesulfonyl chloride